C12COCC(CC1)N2CCCOC=2N=C(C1=C(N2)C(=C(N=C1)C1=CC(=CC2=CC=C3C(=C12)CCC3)O)F)N3C[C@H]1CC[C@@H](C3)N1 9-(2-(3-(3-oxa-8-azabicyclo[3.2.1]octan-8-yl)propoxy)-4-((1R,5S)-3,8-diazabicyclo[3.2.1]octan-3-yl)-8-fluoropyrido[4,3-d]pyrimidin-7-yl)-2,3-dihydro-1H-cyclopenta[a]naphthalen-7-ol